O1C(OCC1)C=1C=CC(=C(C1)N1C(CC2=CC=CC=C12)=O)F 1-(5-(1,3-dioxolan-2-yl)-2-fluorophenyl)indolin-2-one